4-(Bromomethyl)pyrimidine-5-carboxylic acid tert-butyl ester C(C)(C)(C)OC(=O)C=1C(=NC=NC1)CBr